FC1(CCC(CC1)NC(NCCCCCCCCCCCCC(=O)O)=O)F 13-(3-(4,4-difluorocyclohexyl)ureido)tridecanoic acid